C[C@@]1(CNC[C@@H]1C)COC1=CC=NC2=CC(=C(C=C12)OC(C)C)C(=O)N 4-{[(3r,4r)-3,4-dimethylpyrrolidin-3-yl]methoxy}-6-(prop-2-yloxy)quinoline-7-carboxamide